N6-[(2R)-2-amino-2-phenyl-ethyl]-1-methyl-N4-(1-methylcyclopropyl)pyrazolo[3,4-d]pyrimidine-4,6-diamine N[C@@H](CNC1=NC(=C2C(=N1)N(N=C2)C)NC2(CC2)C)C2=CC=CC=C2